(E)-1-(3,4-dihydroisoquinolin-2(1H)-yl)-3-(2-phenylimidazo[1,2-a]pyridin-3-yl)prop-2-en-1-one C1N(CCC2=CC=CC=C12)C(\C=C\C1=C(N=C2N1C=CC=C2)C2=CC=CC=C2)=O